FC=1C=C(C#N)C=CC1C=1NC=C(N1)C(F)(F)F 3-fluoro-4-[4-(trifluoromethyl)-1H-imidazol-2-yl]benzonitrile